C(C)NS(=O)(=O)C1=C(C=CC(=C1)OCCC(C)C)C1=CN=C(S1)[C@@H]1CC[C@H](CC1)NC(OC1COC1)=O oxetan-3-yl trans-N-[4-[5-[2-(ethylsulfamoyl)-4-isopentyloxy-phenyl]thiazol-2-yl]cyclohexyl]carbamate